2-bromomethyl-4,6-bis(2-phenyl-2-propyl)phenol BrCC1=C(C(=CC(=C1)C(C)(C)C1=CC=CC=C1)C(C)(C)C1=CC=CC=C1)O